(S)-N4-(4-Chloro-2-(6-(trifluoromethyl)pyridin-3-yl)thiazol-5-yl)-2-cyclopropyl-N1-((S)-5,11-dioxo-2,3,10,11-tetrahydro-1H,5H-benzo[d]pyrazolo[1,2-a][1,2]diazepin-10-yl)succinamid ClC=1N=C(SC1NC(C[C@H](C(=O)N[C@H]1C2=C(C(N3N(C1=O)CCC3)=O)C=CC=C2)C2CC2)=O)C=2C=NC(=CC2)C(F)(F)F